6-(Azetidin-1-yl)-N-[2-(benzyloxy)-6-(cyclobutyloxy)benzene-1-sulfonyl]-4-fluoro-1-benzofuran-2-carboxamide N1(CCC1)C1=CC2=C(C=C(O2)C(=O)NS(=O)(=O)C2=C(C=CC=C2OC2CCC2)OCC2=CC=CC=C2)C(=C1)F